N-(5-bromo-6-methylpyridin-3-yl)-2-methyl-3-(trifluoromethyl)benzamide BrC=1C=C(C=NC1C)NC(C1=C(C(=CC=C1)C(F)(F)F)C)=O